C(CC)C1(C=CC=C1)[Hf]C1(C=CC=C1)CCC bis(n-propylcyclopentadienyl)hafnium